FC=1C=C(C=NC1F)C=1C=NC=2CCN(CC2C1)C=1C(=CC=2N(N1)C(C=CN2)=O)C 7-(3-(5,6-difluoropyridin-3-yl)-7,8-dihydro-1,6-naphthyridin-6(5H)-yl)-8-methyl-4H-pyrimido[1,2-b]pyridazin-4-one